ClC1=CNC=2N=C(N=C(C21)N[C@@H]2COCC2)NC2=C(C=C(C=C2)S(=O)(=O)N2CCOCC2)OC (S)-5-chloro-N2-(2-methoxy-4-(morpholinosulfonyl)phenyl)-N4-(tetrahydrofuran-3-yl)-7H-pyrrolo[2,3-d]pyrimidine-2,4-diamine